1-(2-chloro-4-fluoro-5-methyl-phenyl)-3-[(1S)-1-(2-pyrimidin-2-yl-1,2,4-triazol-3-yl)ethyl]urea ClC1=C(C=C(C(=C1)F)C)NC(=O)N[C@@H](C)C=1N(N=CN1)C1=NC=CC=N1